2-(bromomethyl)-3-nitropyridine BrCC1=NC=CC=C1[N+](=O)[O-]